7-[(2S,6R)-2-(1-cyclopropylpyrazol-4-yl)-6-methyl-morpholin-4-yl]-5-(2,4-difluorophenyl)-2-methyl-pyrido[3,4-d]pyridazin-1-one C1(CC1)N1N=CC(=C1)[C@H]1CN(C[C@H](O1)C)C1=CC2=C(C=NN(C2=O)C)C(=N1)C1=C(C=C(C=C1)F)F